C1=CC=CC=2C3=CC=CC=C3C(C12)COC(=O)N([C@H](C(=O)O)CCC(F)F)C (2S)-2-[9H-fluoren-9-ylmethoxycarbonyl(methyl)amino]-5,5-difluoro-pentanoic acid